OC1(CCN(CC1)C(=O)OC(C)(C)C)CN1CCN(CC1)C1=CC=C(C=C1)[N+](=O)[O-] tert-butyl 4-hydroxy-4-((4-(4-nitrophenyl)piperazin-1-yl)methyl)piperidine-1-carboxylate